3-(3-chlorophenyl)-4,5-dihydroisoxazole-5-carboxylic acid ClC=1C=C(C=CC1)C1=NOC(C1)C(=O)O